NC=1C=CC(=C(C(=O)N[C@H](C)C2CCN(CC2)S(=O)(=O)CC)C1)C (R)-5-Amino-N-(1-(1-(ethylsulfonyl)piperidin-4-yl)ethyl)-2-methylbenzamide